3-(N-(4-bromophenyl)sulfamoyl)-N-(1-methoxypropan-2-yl)benzamide BrC1=CC=C(C=C1)NS(=O)(=O)C=1C=C(C(=O)NC(COC)C)C=CC1